2-Chloro-3-(methoxy-d3)pyridin-4-amine ClC1=NC=CC(=C1OC([2H])([2H])[2H])N